C1(CC1)N1C=NC=C1 cyclopropyl-1H-imidazole